C(#N)CC(=O)N1CC(C(=CC1)C1=C2C(=NC(=C1)NC(=O)C1CC1)NC=C2)CC N-(4-(1-(2-cyanoacetyl)-3-ethyl-1,2,3,6-tetrahydropyridin-4-yl)-1H-pyrrolo[2,3-b]pyridin-6-yl)cyclopropylcarboxamide